Ethyl 4-[(piperazin-1-yl)methyl]benzoate N1(CCNCC1)CC1=CC=C(C(=O)OCC)C=C1